diethylaminoethanol phthalate citrate C(CC(O)(C(=O)O)CC(=O)O)(=O)O.C(C=1C(C(=O)O)=CC=CC1)(=O)O.C(C)N(CC)C(C)O